C(C)(C)(C)OC(=O)NC=1C=2N(C3C=C(C(=CC3N1)F)C(=O)OCC)C(=NC2)F Ethyl 4-(tert-butoxycarbonylamino)-1,7-difluoro-5a,9a-dihydroimidazo[1,5-a]quinoxaline-8-carboxylate